C(C)(C)C=1C=2N(C=CC1)N=C(C2)[C@H]2N(CCC1=C2N=CN1)C(=O)C=1OC(=NN1)C1=NC=CN=C1 (S)-(4-(4-isopropylpyrazolo[1,5-a]pyridin-2-yl)-1,4,6,7-tetrahydro-5H-imidazo[4,5-c]pyridin-5-yl)(5-(pyrazin-2-yl)-1,3,4-oxadiazol-2-yl)methanone